2-(2-((3R,4R)-3-amino-4-fluoropiperidin-1-yl)-5,6-difluoro-1H-benzo[d]imidazol-1-yl)-1-((1R,5S)-6,6-difluoro-3-azabicyclo[3.1.0]hexan-3-yl)ethanone N[C@@H]1CN(CC[C@H]1F)C1=NC2=C(N1CC(=O)N1C[C@@H]3C([C@@H]3C1)(F)F)C=C(C(=C2)F)F